(1S,3R)-3-amino-1-cyclopentanol hydrochloride Cl.N[C@H]1C[C@H](CC1)O